OC=1CC=COC1 5-hydroxy-4H-pyran